CC=1C=C(CNC2=CC(=NC=3N2N=CC3C#N)N[C@@H]3CNCCC3)C=CC1 (S)-7-((3-methylbenzyl)amino)-5-((piperidin-3-yl)amino)pyrazolo[1,5-a]pyrimidine-3-carbonitrile